D-N,N,N-trimethylammonium chloride [Cl-].C[NH+](C)C